C(C)OC(=O)C1CC(C1)CC1=CC=CC=C1 3-benzyl-cyclobutane-1-carboxylic acid ethyl ester